4-(3-(9-(4-butylphenyl)-1,3-dioxo-1H-xantheno[2,1,9-def]isoquinolin-2(3H)-yl)propoxy)-2,6-dichlorobenzaldehyde C(CCC)C1=CC=C(C=C1)C1=CC=C2OC=3C=CC=4C(N(C(C5=CC=C(C3C45)C2=C1)=O)CCCOC1=CC(=C(C=O)C(=C1)Cl)Cl)=O